[NH4+].C1(=CC=CC=C1)NC=1C=CC=C2C=CC=C(C12)S(=O)(=O)[O-] 8-phenylamino-1-naphthalenesulfonic acid ammonium salt